FC(C1NC(N(C1)CC1=CC=C2C(=N1)N=CN2COCC[Si](C)(C)C)=O)(F)F 4-(Trifluoromethyl)-1-((1-((2-(trimethylsilyl)ethoxy)methyl)-1H-imidazo[4,5-b]pyridin-5-yl)methyl)imidazolidin-2-one